tert-butyl N-[(3R)-5-[(4-chlorophenyl)methyl]-7-(4-ethyltriazol-1-yl)-8-fluoro-1,1,4-trioxo-2,3-dihydro-1λ6,5-benzothiazepin-3-yl]carbamate ClC1=CC=C(C=C1)CN1C([C@H](CS(C2=C1C=C(C(=C2)F)N2N=NC(=C2)CC)(=O)=O)NC(OC(C)(C)C)=O)=O